ClC1=C(C=CC(=C1)C1CC1)N(C=1C=C(C(=O)N2CCN(CC2)CC2=NC3=C(N2C[C@H]2OCC2)C=C(C=C3)C(=O)O)C=CC1)C 2-[(4-{3-[(2-chloro-4-cyclopropylphenyl)(methyl)amino]benzoyl}piperazin-1-yl)methyl]-1-{[(2S)-oxetan-2-yl]methyl}-1H-1,3-benzodiazole-6-carboxylic acid